ClC=1C(=C(C(=CC1)F)NC(OC1=CC=CC=C1)=O)F phenyl (3-chloro-2,6-difluorophenyl)carbamate